pyrimidinebisnicotinamide N1=C(N=C(C=C1)C1=CC=NC=C1C(=O)N)C1=CC=NC=C1C(=O)N